N(=[N+]=[N-])NCCCC[C@@H](NC(=O)OCC1=CC=CC=C1)C(=O)O Nε-r-azidobenzyloxycarbonyl-lysine